(1r,4r)-4-(4-(2,6-bis(benzyloxy)pyridin-3-yl)phenoxy)cyclohexane-1-carboxylate C(C1=CC=CC=C1)OC1=NC(=CC=C1C1=CC=C(OC2CCC(CC2)C(=O)[O-])C=C1)OCC1=CC=CC=C1